BrC1=CC(=C(C#N)C=C1)COC 4-bromo-2-(methoxymethyl)benzonitrile